Trinonylcitrat C(CCCCCCCC)C(C(C(C(=O)[O-])(CCCCCCCCC)CCCCCCCCC)(O)C(=O)[O-])C(=O)[O-]